NC1=NC(=CC(=N1)N1C(COCCC1)C1=C(C=C(C#N)C=C1)Cl)C 4-[4-(2-amino-6-methyl-pyrimidin-4-yl)-1,4-oxazepan-3-yl]-3-chloro-benzonitrile